Cl.CC1=CC(=C(C=C1)S(=O)(=O)N1[C@@H](CCC1)C(=O)OC)O[C@H]1CNCCC1 Methyl ((4-methyl-2-(((R)-piperidin-3-yl)oxy)phenyl)sulfonyl)-L-prolinate hydrochloride